CC(CCCC(C)C1CCCCC1)C (6-methylheptan-2-yl)cyclohexane